5-chloro-6-((2-(trimethylsilyl)ethoxy)methoxy)-1H-indole-2-carboxylic acid ClC=1C=C2C=C(NC2=CC1OCOCC[Si](C)(C)C)C(=O)O